C(C)(C)(C)OC(=O)N1[C@@H](CN[C@@H](C1)CO)C (2r,5s)-5-(hydroxymethyl)-2-methylpiperazine-1-carboxylic acid tert-butyl ester